tert-Butyl 3-(2-(2-azidoethoxy)ethoxy)propanoate N(=[N+]=[N-])CCOCCOCCC(=O)OC(C)(C)C